NC1=CC=C2[C@@H](N(C(N(C2=C1)CC1=CC=CC=C1)=O)C)C (S)-7-amino-1-benzyl-3,4-dimethyl-3,4-dihydro-quinazolin-2(1H)-one